N-(1,2,3,4-tetrahydronaphthalen-2-yl)-2-(p-tolylamino)-6-((2,4,4-trimethylpentan-2-yl)amino)pyrimidine-4-carboxamide C1C(CCC2=CC=CC=C12)NC(=O)C1=NC(=NC(=C1)NC(C)(CC(C)(C)C)C)NC1=CC=C(C=C1)C